6-(7,8-dimethyl-[1,2,4]triazolo[4,3-b]pyridazin-6-yl)-N-(2-fluorophenyl)-7,8-dihydro-5H-1,6-naphthyridine-3-carboxamide CC1=C(C=2N(N=C1N1CC=3C=C(C=NC3CC1)C(=O)NC1=C(C=CC=C1)F)C=NN2)C